N[C@H](CC1=C(C=CC(=C1)F)F)C1=CC=C(C=C1)C1=CC=CC=C1 4'-[(1R)-1-amino-2-(2,5-difluorophenyl)ethyl]biphenyl